3-[2-(3,5-Difluorophenoxy)thiazol-5-yl]-1-ethyl-1-[(2S)-2-hydroxypropyl]urea FC=1C=C(OC=2SC(=CN2)NC(N(C[C@H](C)O)CC)=O)C=C(C1)F